Z-allose O=C[C@H](O)[C@H](O)[C@H](O)[C@H](O)CO